[Cl-].CN1C(C=CC=C1)=C1N(C=CC=C1)C N,N'-di-methylbipyridyl chloride